C(C1CO1)OC1=CC=CC2=C(C=CC=C12)OCC1CO1 1,5-di(glycidyloxy)naphthalene